(S)-1-(4,4-dimethyltetrahydrofuran-3-yl)-2-(4-(6-((5-ethoxy-1,3,4-thiadiazol-2-yl)methoxy)-5-fluoropyridin-2-yl)-2-fluorobenzyl)-1H-benzo[d]imidazole-6-carboxylic acid CC1([C@@H](COC1)N1C(=NC2=C1C=C(C=C2)C(=O)O)CC2=C(C=C(C=C2)C2=NC(=C(C=C2)F)OCC=2SC(=NN2)OCC)F)C